8-(Methylamino)-3-(4-(2,2,2-trifluoroethoxy)phenyl)-2-(trifluoromethyl)-4H-pyrimido[1,2-a]pyrimidin-4-one CNC1=NC=2N(C(C(=C(N2)C(F)(F)F)C2=CC=C(C=C2)OCC(F)(F)F)=O)C=C1